NC=1C=C(C=CC1B1OC(C(O1)(C)C)(C)C)CN(C(=O)C=1C=NC(=NC1)C1CC1)C=1C(=NC=CC1)C(F)(F)F N-{[3-amino-4-(4,4,5,5-tetramethyl-1,3,2-dioxaborolan-2-yl)phenyl]methyl}-2-cyclopropyl-N-[2-(trifluoromethyl)pyridin-3-yl]pyrimidine-5-carboxamide